(±)-trans-N-(8-chloro-6-(6-methyl-1H-indazol-5-yl)isoquinolin-3-yl)-2-cyanocyclopropanecarboxamide ClC=1C=C(C=C2C=C(N=CC12)NC(=O)[C@H]1[C@@H](C1)C#N)C=1C=C2C=NNC2=CC1C |r|